C(C(C)C)C1C=C(C=C(C1)CCC=O)C 3-(5-isobutyl-3-methyl-cyclohex-1,3-dien-1-yl)propanal